2,2,4,4-tetramethyl-1,3-Cyclobutanediol CC1(C(C(C1O)(C)C)O)C